N[C@H]1CS(C2=C(N(C1=O)CC1=CC=C(C=C1)Cl)C=C(C(=C2)F)C2=NOC(=N2)C(C(F)(F)F)(OC)F)(=O)=N (3R)-3-amino-5-[(4-chlorophenyl)methyl]-8-fluoro-1-imino-1-oxo-7-[5-(1,2,2,2-tetrafluoro-1-methoxy-ethyl)-1,2,4-oxadiazol-3-yl]-2,3-dihydro-1λ6,5-benzothiazepin-4-one